C(C)(C)(C)OC(NC1=C(C=C(C(=C1)OCC1=C(C(=CC=C1OC)F)F)OC)F)=O (5-((2,3-difluoro-6-methoxybenzyl)oxy)-2-fluoro-4-methoxyphenyl)carbamic acid tert-butyl ester